NCCCCNC1=NC=C(C(=N1)NC1=CC(=CC=C1)C(F)(F)F)C(=O)N 2-(4-aminobutylamino)-4-(3-trifluoromethylanilino)pyrimidine-5-carboxamide